C(C)N1N=CC(=C1)C1=CC(=C(C=C1)[N+](=O)[O-])OC(C)C 1-ethyl-4-(3-isopropoxy-4-nitrophenyl)pyrazole